F[C@@H]1[C@@H](C1)NC(=O)C1=CN=C2N1N=C(C=C2N(C)CC2=CC=C(C=C2)OC)NC=2C(N(C=CC2)C2=NC=C(C=C2)C(=O)OC)=O Methyl 3-[(3-{[(1R,2S)-2-fluorocyclopropyl]carbamoyl}-8-{[(4-methoxyphenyl)methyl](methyl)amino}imidazo[1,2-b]pyridazin-6-yl)amino]-2-oxo-[1,2'-bipyridine]-5'-carboxylate